[6-(azetidin-3-yl)pyridazin-3-yl]-5-{2-methylimidazo[1,2-b]pyridazin-6-yl}phenol N1CC(C1)C1=CC=C(N=N1)C1=C(C=C(C=C1)C=1C=CC=2N(N1)C=C(N2)C)O